C1(CC1)C=1C(=C(C(=O)O)C=C(C1F)F)F 3-cyclopropyl-2,4,5-trifluorobenzoic acid